[N+](=O)([O-])C1=C(C=CC2=C1OCCN2)S(=O)(=O)N 8-nitro-2,3-dihydrobenzo[b][1,4]oxazin-7-sulfonamide